ethyl 3-(5-(1-(3-(4-chlorophenyl)propyl)-1H-1,2,3-triazol-4-yl)-3-hydroxypicolinamido)-2,2-dimethylpropanoate ClC1=CC=C(C=C1)CCCN1N=NC(=C1)C=1C=C(C(=NC1)C(=O)NCC(C(=O)OCC)(C)C)O